tert-butyl N-cyclopropyl-N-[1-[7-[[8-[(difluoromethylsulfonylamino)methyl]-6-methyl-imidazo[1,2-a]pyrazin-2-yl]carbamoyl]-2-methyl-indazol-4-yl]-4-piperidyl]carbamate C1(CC1)N(C(OC(C)(C)C)=O)C1CCN(CC1)C=1C2=CN(N=C2C(=CC1)C(NC=1N=C2N(C=C(N=C2CNS(=O)(=O)C(F)F)C)C1)=O)C